1-benzyl-5-(benzyloxy)-3-((R)-2-((R)-1-hydroxy-2,2-diphenylethyl)pyrrolidine-1-carbonyl)pyridazin-4(1H)-one C(C1=CC=CC=C1)N1N=C(C(C(=C1)OCC1=CC=CC=C1)=O)C(=O)N1[C@H](CCC1)[C@@H](C(C1=CC=CC=C1)C1=CC=CC=C1)O